FC(C(=O)O)(F)F.FC(C=1C(=C(C=CC1)[C@@H](C)NC(=O)C1=CN(C(C=C1NC1CCN(CC1)C)=O)C1(CNCC1)C)F)F N-((R)-1-(3-(difluoromethyl)-2-fluorophenyl)ethyl)-4-((1-methylpiperidin-4-yl)amino)-1-(3-methylpyrrolidin-3-yl)-6-oxo-1,6-dihydropyridine-3-carboxamide trifluoroacetate